C([C@H](O)C)(=O)N R-lactoamide